ruthenium(IV) oxide [Ru](=O)=O